(2S)-1-acetyl-4-(3-(cyclopropylmethoxy)-4-(difluoromethoxy)phenyl)pyrrolidine-2-carboxylic acid C(C)(=O)N1[C@@H](CC(C1)C1=CC(=C(C=C1)OC(F)F)OCC1CC1)C(=O)O